tert-butyl (5-(((2R,3R,4R,5S,6S)-6-((7H-purin-6-yl)amino)-4,5-dihydroxy-2-(hydroxymethyl)tetrahydro-2H-pyran-3-yl)amino)-5-oxopentyl)carbamate N1=CN=C2N=CNC2=C1N[C@@H]1[C@H]([C@@H]([C@H]([C@@H](O1)CO)NC(CCCCNC(OC(C)(C)C)=O)=O)O)O